COC(CNC(CCCCCBr)=O)=O 6-bromohexanoylglycine methyl ester